C(C)O[Si](CCCN1C=CC=C1)(OCC)OCC N-(3-triethoxysilylpropyl)pyrrole